(R)-3-((tert-Butyldiphenylsilyl)oxy)-2,2-difluoro-N-(1-(5-iodo-1H-indol-3-yl)propan-2-yl)propan-1-amine [Si](C1=CC=CC=C1)(C1=CC=CC=C1)(C(C)(C)C)OCC(CN[C@@H](CC1=CNC2=CC=C(C=C12)I)C)(F)F